O1C(CCC1)=O 4H-furanone